Tert-butyl-(2S)-2-(aminomethyl)piperidin-1-carboxylate C(C)(C)(C)OC(=O)N1[C@@H](CCCC1)CN